COC(=O)C=1C=2C(=CNC2C=CC1)CC[N+](=O)[O-].O=C1CC(C=2C(N1)=NNC2)C=2C=CC(=C(C(=O)NC1=NN=CN1)C2)OCC2=C(C=CC=C2)C(F)(F)F 5-{6-oxo-2H,4H,5H,6H,7H-pyrazolo[3,4-b]pyridin-4-yl}-N-(4H-1,2,4-triazol-3-yl)-2-{[2-(trifluoromethyl)phenyl]methoxy}benzamide methyl-3-(2-nitroethyl)-1H-indole-4-carboxylate